ClC1=CC=C(C=N1)C1=NC2=C(N1C(C(=O)NC1CCCCC1)C1CCCCC1)C=C(C=C2)OC 2-[2-(6-chloro-pyridin-3-yl)-6-methoxy-benzimidazol-1-yl]-2,N-dicyclohexyl-acetamide